4-(8-(methylamino)-1,7-naphthyridin-3-yl)piperazine-1-carboxylic acid tert-butyl ester C(C)(C)(C)OC(=O)N1CCN(CC1)C=1C=NC2=C(N=CC=C2C1)NC